C(#N)C1=CC=C(S1)S(=O)(=O)F 5-cyano-2-thiophenesulfonyl fluoride